(1S,2S)-N-(6-(((6-chloro-8-(3-methyl-2,4-dioxoimidazolidin-1-yl)imidazo[1,2-a]pyridin-2-yl)methyl)amino)pyrimidin-4-yl)-2-(4-methylpyrimidin-2-yl)cyclopropane-1-carboxamide ClC=1C=C(C=2N(C1)C=C(N2)CNC2=CC(=NC=N2)NC(=O)[C@@H]2[C@H](C2)C2=NC=CC(=N2)C)N2C(N(C(C2)=O)C)=O